OC1=CC(=C(C(=O)O)C=C1)NC(=O)C=CC1=CC=CC=C1 Para-hydroxy-phenylacrylaminobenzoic acid